COC(=O)C1=C(NC(=C1Br)C1=C2C(=NC=C1)N(C=C2)S(=O)(=O)C2=CC=CC=C2)C2=C(C=C(C=C2)C)F 2-(2-fluoro-4-methylphenyl)-4-bromo-5-[1-(benzenesulfonyl)-1H-pyrrolo[2,3-b]pyridin-4-yl]-1H-pyrrole-3-carboxylic acid methyl ester